P([O-])([O-])=O rac-Phosphonate